C(CC)(=O)OC1=C(C=C(C=C1)CCC)OC 2-methoxy-4-propylphenyl propionate